FC=1C=C(COC2=NC(N3C(N4COCC[C@H]4C3)=C2)=O)C=C(C1OC1=CC(=NC=C1)C(F)(F)F)F (S)-3-((3,5-difluoro-4-((2-(trifluoromethyl)pyridin-4-yl)oxy)benzyl)oxy)-8,9,9a,10-tetrahydropyrimido[6',1':2,3]imidazo[1,5-c][1,3]oxazin-1(6H)-one